C(C)(C)(C)OC(=O)NCC(=O)NC=1C=C2C=C(C(=NC2=CC1)N1CCN(CC1)C(=O)OC(C)(C)C)Cl tert-butyl 4-[6-[[2-(tert-butoxycarbonylamino)acetyl]amino]-3-chloro-2-quinolyl]piperazine-1-carboxylate